BrC1=CC(=C(C=C1)F)OCC1CC1 4-bromo-2-(cyclopropylmethoxy)-1-fluoro-benzene